N[C@@H]1CS(CC12CCN(CC2)C=2C(=NC(=C(N2)C)C2=C(C(=CC=C2)Cl)Cl)C(=O)OCC)(=O)=O ethyl (S)-3-(4-amino-2,2-dioxido-2-thia-8-azaspiro[4.5]decan-8-yl)-6-(2,3-dichlorophenyl)-5-methylpyrazine-2-carboxylate